((E)-4-fluorobenzylidene)-5-methoxy-2,3-dihydro-1H-inden-1-one-O-methyl oxime CON=C1/C(/CC2=CC(=CC=C12)OC)=C/C1=CC=C(C=C1)F